N-[4-chloro-3-(cyclopropylmethoxy)phenyl]-6-[(1S,4S)-2,5-diazabicyclo[2.2.1]heptan-2-yl]pyrido[3,2-d]pyrimidin-4-amine ClC1=C(C=C(C=C1)NC=1C2=C(N=CN1)C=CC(=N2)N2[C@@H]1CN[C@H](C2)C1)OCC1CC1